COC1=CC=2NC3=CC=CC=C3OC2C=C1 2-methoxy-phenoxazine